C(C)(C)C=1N(N=C2C=CC(=CC12)C1=NC(=NC=C1)NC1=CC=C2C(=NC=NC2=C1)N1C[C@@H](NCC1)C)C (S)-N-(4-(3-isopropyl-2-methyl-2H-indazol-5-yl)pyrimidin-2-yl)-4-(3-methylpiperazin-1-yl)quinazolin-7-amine